ClC1=C(C(=CC=C1OCCNCCCF)F)[C@H]1N([C@@H](CC2=C1NC1=CC=CC=C21)C(F)(F)F)C[C@@H](C(=O)O)C (S)-3-((1R,3S)-1-(2-chloro-6-fluoro-3-(2-((3-fluoropropyl)amino)ethoxy)phenyl)-3-(trifluoromethyl)-1,3,4,9-tetrahydro-2H-pyrido[3,4-b]indol-2-yl)-2-methylpropanoic acid